5-(4-(cyclopropyl((5-(4-(methylsulfonyl)phenyl)thiazolo[5,4-b]pyridin-2-yl)oxy)methyl)piperidin-1-yl)-3-isopropyl-1,2,4-oxadiazole C1(CC1)C(C1CCN(CC1)C1=NC(=NO1)C(C)C)OC=1SC2=NC(=CC=C2N1)C1=CC=C(C=C1)S(=O)(=O)C